(S)-quinuclidin-3-yl (6-(3-fluorophenyl)-2,2-dimethyl-2,3-dihydrobenzofuran-3-yl)carbamat FC=1C=C(C=CC1)C1=CC2=C(C(C(O2)(C)C)NC(O[C@@H]2CN3CCC2CC3)=O)C=C1